C1N(CC12CCC2)CC2=CC(=C(CNC1=C3C(N(C(C3=CC=C1)=O)C1C(NC(CC1)=O)=O)=O)C=C2)F 4-(4-(2-azaspiro[3.3]heptan-2-ylmethyl)-2-fluorobenzylamino)-2-(2,6-dioxopiperidin-3-yl)isoindoline-1,3-dione